NC=1C=C(C(=C(C1)[C@@H](C)NC1=NC(=NC2=CC(=C(C=C12)NC)C(=O)N1CC2C(C1)COC2)C)F)C(F)F (4-(((R)-1-(5-amino-3-(difluoromethyl)-2-fluorophenyl)ethyl)amino)-2-methyl-6-(methylamino)quinazoline-7-yl)(tetrahydro-1H-furo[3,4-c]pyrrol-5(3H)-yl)methanone